1-((2R,5S)-4-((R)-6-chloro-7-(3-cyclopropyl-5-methyl-1H-indazol-4-yl)-8-fluoro-2-(3-(methylamino)azetidin-1-yl)quinazolin-4-yl)-2,5-dimethylpiperazin-1-yl)prop-2-en-1-one ClC=1C=C2C(=NC(=NC2=C(C1C1=C2C(=NNC2=CC=C1C)C1CC1)F)N1CC(C1)NC)N1C[C@H](N(C[C@@H]1C)C(C=C)=O)C